N-(6-(4-(4-cyanophenyl)-5-hydroxy-1H-pyrazol-1-yl)pyridin-3-yl)morpholine-4-carboxamide C(#N)C1=CC=C(C=C1)C=1C=NN(C1O)C1=CC=C(C=N1)NC(=O)N1CCOCC1